C(#N)C=1C=C(C=CC1F)NC(=O)N1CC=2C(=NN3C2C(CC[C@H](C3)COCC(F)F)(F)F)CC1 |o1:22| (R*)-N-(3-Cyano-4-fluorophenyl)-8-((2,2-difluoroethoxy)methyl)-11,11-difluoro-3,4,8,9,10,11-hexahydro-1H-pyrido[4',3':3,4]pyrazolo[1,5-a]azepine-2(7H)-carboxamide